5-amino-3-[2,5-difluoro-4-[[(5-fluoro-2-methoxy-benzoyl)amino]methyl]phenyl]-1-tetrahydropyran-3-yl-pyrazole-4-carboxamide NC1=C(C(=NN1C1COCCC1)C1=C(C=C(C(=C1)F)CNC(C1=C(C=CC(=C1)F)OC)=O)F)C(=O)N